3β,5β,6α,7α,17β-pentahydroxyandrostane O[C@@H]1C[C@]2([C@H]([C@H]([C@H]3[C@@H]4CC[C@@H]([C@@]4(C)CC[C@@H]3[C@]2(CC1)C)O)O)O)O